NC=1N=NC(=C(C1CO)C)Cl (3-Amino-6-chloro-5-methylpyridazin-4-yl)methanol